N-(1-(tert-butyl)-3-((1S,3R)-3-((tert-butyldimethylsilyl)oxy)cyclopentyl)-1H-pyrazol-5-yl)-2-methylpyrimidin-4-amine C(C)(C)(C)N1N=C(C=C1NC1=NC(=NC=C1)C)[C@@H]1C[C@@H](CC1)O[Si](C)(C)C(C)(C)C